(+)-(4aR,8aS)-6-[3-[3-(2-Azaspiro[3.3]heptan-2-yl)-2-chloro-phenoxy]azetidine-1-carbonyl]-4,4a,5,7,8,8a-hexahydropyrido[4,3-b][1,4]oxazin-3-one C1N(CC12CCC2)C=2C(=C(OC1CN(C1)C(=O)N1C[C@@H]3[C@@H](OCC(N3)=O)CC1)C=CC2)Cl